(2R,3S,4S,5S)-4-[[3-(3,4-difluorophenyl)-4,5-dimethyl-5-(trifluoromethyl)tetrahydrofuran-2-carbonyl]amino]pyridine-2-carboxamide FC=1C=C(C=CC1F)[C@H]1[C@@H](O[C@@]([C@H]1C)(C(F)(F)F)C)C(=O)NC1=CC(=NC=C1)C(=O)N